(5R)-5-methyl-3-(2-{[3-(1-methylethyl)phenyl]oxy}-5-pyrimidinyl)-2,4-imidazolidinedione C[C@@H]1C(N(C(N1)=O)C=1C=NC(=NC1)OC1=CC(=CC=C1)C(C)C)=O